CN1C(N[C@@H](CC1=O)C(=O)O)=O (S)-1-methyl-2,6-dioxohexahydropyrimidine-4-carboxylic acid